1,2-diisobutoxypropane C(C(C)C)OCC(C)OCC(C)C